C1(CC1)S(=O)(=O)N1N=CC(=C1)C1=NC=CC(=N1)NC1=NC=C(C(=O)NCC2OCCC2)C(=C1)NC(C)C 6-((2-(1-(cyclopropylsulfonyl)-1H-pyrazol-4-yl)pyrimidin-4-yl)amino)-4-(isopropylamino)-N-((tetrahydrofuran-2-yl)methyl)nicotinamide